5-amino-3-bromo-4-(3-hydroxy-2-methylphenyl)-1-methyl-pyrazolo[3,4-b]pyridine-6-carboxamide NC=1C(=C2C(=NC1C(=O)N)N(N=C2Br)C)C2=C(C(=CC=C2)O)C